BrC=1N=C(SC1)N1CCN(CC1)CC1=NC2=C(C=CC=C2C=C1)O ((4-(4-bromothiazol-2-yl)piperazin-1-yl)methyl)quinolin-8-ol